tert-Butyl ((1-(4-amino-2-chlorophenyl)-1H-pyrazol-4-yl)methyl)carbamate NC1=CC(=C(C=C1)N1N=CC(=C1)CNC(OC(C)(C)C)=O)Cl